6-(4-chlorophenyl)-2-(1-methyl-1H-Pyrazol-4-yl)pyrimidine-4-carboxylic acid ClC1=CC=C(C=C1)C1=CC(=NC(=N1)C=1C=NN(C1)C)C(=O)O